1-(1-((2,6-dimethylphenyl)amino)-1-oxobutan-2-yl)-1-((1-methyl-1H-pyrazol-4-yl)Methyl)Piperidin-1-ium Bromide [Br-].CC1=C(C(=CC=C1)C)NC(C(CC)[N+]1(CCCCC1)CC=1C=NN(C1)C)=O